tetrahydroimidazo[1,5-c]thiazole-7-yl acetate C(C)(=O)OC1NCN2CSCC21